1-(2-(3-oxo-3-(cis-4-(5-(trifluoromethyl)pyrimidin-2-yl)hexahydropyrrolo[3,2-b]pyrrol-1(2H)-yl)propoxy)ethyl)-3-(trifluoromethyl)-1,5-dihydro-4H-pyrazolo[3,4-d]pyridazin-4-one O=C(CCOCCN1N=C(C2=C1C=NNC2=O)C(F)(F)F)N2[C@@H]1[C@H](CC2)N(CC1)C1=NC=C(C=N1)C(F)(F)F